FC(C)(F)C1(COC1)CO (3-(1,1-difluoroethyl)oxetan-3-yl)methanol